ClC=1SC2=C(N1)N(C(=C2C=O)C(=O)OCC)C ethyl 2-chloro-6-formyl-4-methyl-4H-pyrrolo[2,3-d]thiazole-5-carboxylate